ClC1=C(C=CC(=N1)C1CC(C(C2(CCCC2)C1)=O)(F)F)OC(F)F 9-(6-chloro-5-(difluoromethoxy)pyridin-2-yl)-7,7-difluorospiro[4.5]decane-6-one